1,9-bis(pentadecan-8-yl) 5-[3-(dimethylamino)propyl]-5-hydroxynonanedioate CN(CCCC(CCCC(=O)OC(CCCCCCC)CCCCCCC)(CCCC(=O)OC(CCCCCCC)CCCCCCC)O)C